propan-2-yl-methanoate CC(C)C(=O)[O-]